8-phenylthio-2-chloroquinazoline C1(=CC=CC=C1)SC=1C=CC=C2C=NC(=NC12)Cl